ClC=1C=C(C(=NC1)C(C1=C2C(=NN(C2=CC=C1)C1OCCCC1)C)O)NC(OC(C)(C)C)=O tert-Butyl (5-chloro-2-(hydroxy(3-methyl-1-(tetrahydro-2H-pyran-2-yl)-1H-indazol-4-yl)methyl)pyridin-3-yl)carbamate